1-(pyrrolidin-1-sulfonyl)pyrrolidin-2-one N1(CCCC1)S(=O)(=O)N1C(CCC1)=O